tert-Butyl (2-((4-(2-(7,8-dimethyl-[1,2,4]triazolo[1,5-a]pyridin-6-yl)-3-isopropyl-1H-indol-5-yl)cyclohexyl)amino)-2-oxoethyl)(methyl)carbamate CC1=C(C=2N(C=C1C=1NC3=CC=C(C=C3C1C(C)C)C1CCC(CC1)NC(CN(C(OC(C)(C)C)=O)C)=O)N=CN2)C